C(C)(C)(C)OC(N[C@@H]1CN(CCC1)C1=C2C(=NC=C1)N(C=C2C2=NC=NC=C2)COCC[Si](C)(C)C)=O N-[(3S)-1-[3-pyrimidin-4-yl-1-(2-trimethylsilylethoxymethyl)pyrrolo[2,3-b]pyridin-4-yl]-3-piperidinyl]carbamic acid tert-butyl ester